2-bromo-1-(3,5-dihydroxyphenyl)ethanone BrCC(=O)C1=CC(=CC(=C1)O)O